4-chloro-N-(3-methoxy-4-(((1s,4s)-4-morpholinocyclohexyl)oxy)phenyl)pyrimidin-2-amine ClC1=NC(=NC=C1)NC1=CC(=C(C=C1)OC1CCC(CC1)N1CCOCC1)OC